O.FC=1C=CC=C2[C@@H](N(C(=NC12)N1CCN(CC1)C1=CC(=CC=C1)OC)C1=C(C=CC(=C1)C(F)(F)F)OC)CC(=O)[O-].[Na+] sodium (S)-{8-fluoro-2-[4-(3-methoxyphenyl)piperazine-1-yl]-3-[2-methoxy-5-(trifluoromethyl)phenyl]-3,4-dihydroquinazoline-4-yl}acetate monohydrate